2-(difluoromethyl)-N-(2-(dimethylamino)ethyl)-6-methyl-4-(4,4,5,5-tetramethyl-1,3,2-dioxaborolan-2-yl)benzamide FC(C1=C(C(=O)NCCN(C)C)C(=CC(=C1)B1OC(C(O1)(C)C)(C)C)C)F